C(C=C)(=O)N1CCC(CC1)C(=O)NC1=CC=C(C=C1)C1=CC2=C(N=CN=C2N2CCC(CC2)(F)F)N1 1-acryloyl-N-(4-(4-(4,4-difluoropiperidin-1-yl)-7H-pyrrolo[2,3-d]pyrimidin-6-yl)phenyl)piperidine-4-carboxamide